tert-butyl 4-((6-(2-methyl-6-(methylsulfonyl)-3-oxo-2,3-dihydro-1H-pyrazolo[3,4-d]pyrimidin-1-yl)-3,4-dihydropyridin-2-yl)oxy)piperidine-1-carboxylate CN1N(C2=NC(=NC=C2C1=O)S(=O)(=O)C)C1=CCCC(=N1)OC1CCN(CC1)C(=O)OC(C)(C)C